ClC=1C=C2C(=NC1)C(=CO2)C=2C=C(C#N)C=CC2F 3-(6-chlorofuro[3,2-b]pyridin-3-yl)-4-fluorobenzonitrile